3-chloro-6-[6-(dimethylphosphoryl)pyridin-3-yl]-7-fluoro-2-methyl-N-[(1R)-1-phenylethyl]-1,5-naphthyridin-4-amine ClC=1C(=NC2=CC(=C(N=C2C1N[C@H](C)C1=CC=CC=C1)C=1C=NC(=CC1)P(=O)(C)C)F)C